3-methyl-6-(naphthalen-2-yl)-2,3,4,5-tetrahydropyridine CC1CN=C(CC1)C1=CC2=CC=CC=C2C=C1